CNS(=O)(=O)C1=NC=C(C=C1)CN1C(=NC2=C1C=CC=C2)C2=NON=C2C N-methyl-5-((2-(4-methyl-1,2,5-oxadiazol-3-yl)-benzimidazol-1-yl)methyl)pyridine-2-sulfonamide